NC1=NC=CC(=C1)C[C@@H]1[C@H](N(C1=O)C(=O)N[C@H](CC)C1=CC=C(C=C1)Cl)C(=O)N(C)C=1N(C=CN1)C (2S,3R)-3-((2-aminopyridin-4-yl)methyl)-N2-(1-methyl-1H-imidazol-2-yl)-N1-((R)-1-(4-chlorophenyl)propyl)-N2-methyl-4-oxoazetidine-1,2-dicarboxamide